3-amino-N-[(6S)-4-fluoro-2-(piperazin-1-yl)-5,6,7,8-tetrahydroquinolin-6-yl]-6-methylthieno[2,3-b]pyridine-2-carboxamide NC1=C(SC2=NC(=CC=C21)C)C(=O)N[C@@H]2CC=1C(=CC(=NC1CC2)N2CCNCC2)F